Cl.O1CCC(C2=CC=CC=C12)CCNC 2-(Chroman-4-yl)-N-methylethan-1-amine hydrochloride